[C@H]12OC[C@H](N(C1)C=1C=CC=3N(C1)N=C(N3)C3=C1C=C(N=CC1=C(N=C3)NC)C3C(C3)(C(=O)N)F)C2 (5-(6-((1R,4R)-2-oxa-5-azabicyclo[2.2.1]hept-5-yl)-[1,2,4]triazolo[1,5-a]pyridin-2-yl)-8-(methylamino)-2,7-naphthyridin-3-yl)-1-fluorocyclopropane-1-carboxamide